1-(3-(2-Benzyl-4-methylphenyl)propyl)-4-methylpiperazine C(C1=CC=CC=C1)C1=C(C=CC(=C1)C)CCCN1CCN(CC1)C